ClC=1C=C(C(=C(C1)C1=NN(C=C1C1=NC(=NC=C1)NCC(C)NC(OC)=O)C(C)C)F)NS(=O)(=O)C methyl 1-(4-(3-(5-chloro-2-fluoro-3-(methylsulfonamido)phenyl)-1-isopropyl-1H-pyrazol-4-yl)pyrimidin-2-ylamino)propan-2-ylcarbamate